1,1,1-trifluoro-2-(4-chlorophenyl)-4-penten-2-ol FC(C(CC=C)(O)C1=CC=C(C=C1)Cl)(F)F